FC1=C(OC2=CC=C(C=C2)C=2N=C(N3C2C(=NC=C3)C)[C@H]3CN(CC3)C(C)=O)C=CC=C1OC (R)-1-(3-(1-(4-(2-fluoro-3-methoxyphenoxy)phenyl)-8-methylimidazo[1,5-a]pyrazin-3-yl)pyrrolidin-1-yl)ethan-1-one